BrC=1C(=NC(=CC1)CCl)Cl 3-bromo-2-chloro-6-(chloromethyl)pyridine